4-(6-(3-ethoxy-4-methoxyphenyl)pyrazin-2-yl)-1,2-oxaborolan-2-ol C(C)OC=1C=C(C=CC1OC)C1=CN=CC(=N1)C1CB(OC1)O